COC1=CC=C(C=C1)C=1N(C2=CC=CC=C2C1)C1OC(C2=CC=CC=C12)=O 3-(2-(4-methoxyphenyl)-1H-indol-1-yl)isobenzofuran-1(3H)-one